2-(1-(2-(5-(trifluoromethyl)-1H-indazol-3-yl)pyrimidin-4-yl)-1H-pyrazol-4-yl)ethane-1-ol hydrochloride Cl.FC(C=1C=C2C(=NNC2=CC1)C1=NC=CC(=N1)N1N=CC(=C1)CCO)(F)F